1,1,1,3,3,3-hexafluoropropan-2-yl 3,3-dimethyl-2-(2-(tetrahydro-1H-furo[3,4-c]pyrrol-5(3H)-yl)-6-(trifluoromethyl) benzyl)-2,8-diazaspiro[4.5]decane-8-carboxylate CC1(N(CC2(C1)CCN(CC2)C(=O)OC(C(F)(F)F)C(F)(F)F)CC2=C(C=CC=C2C(F)(F)F)N2CC1C(C2)COC1)C